FC1=CC=C(C=C1)SC=1C=C2CCC[C@H](C2=CC1)CNC=1C=NC=CC1C(=O)O 3-({[(1R)-6-[(4-fluorophenyl)thio]-1,2,3,4-tetrahydronaphthalen-1-yl]methyl}amino)pyridine-4-carboxylic acid